CC(C(=O)O[C@H]1[C@](O[C@@H]([C@H]1OC(C(C)C)=O)COC(=O)OC(C)(C)C)(C#N)C1=CC=C2C(=NC=NN21)N)C (2R,3R,4R,5R)-2-(4-aminopyrrolo[2,1-f][1,2,4]triazin-7-yl)-5-(((tert-butoxycarbonyl)oxy)methyl)-2-cyanotetrahydrofuran-3,4-diyl bis(2-methylpropanoate)